4-chlorobenzo[d]isoxazol-3-amine ClC1=CC=CC2=C1C(=NO2)N